4,5-DIMETHYLHEPTYL ACETATE C(C)(=O)OCCCC(C(CC)C)C